ClC1=C2CCC3(C(NC4=CC(=CC=C34)C(F)(F)F)=O)C2=C(C=C1)OC 4-chloro-7-methoxy-6'-(trifluoromethyl)spiro[indan-1,3'-indoline]-2'-one